Cl.C1(=C2N(C=N1)CCC2)C(C(=O)NC=2SC=CN2)N2C(C1=CC(=CC(=C1C2)F)N2N=CC(=C2)C2CCNCC2)=O 2-(6,7-Dihydro-5H-pyrrolo[1,2-c]imidazol-1-yl)-2-[4-fluoro-1-oxo-6-[4-(4-piperidinyl)pyrazol-1-yl]isoindolin-2-yl]-N-thiazol-2-yl-acetamide hydrochloride